(M)-6-amino-7-(3-hydroxy-2,6-dimethylphenyl)-3-methyl-3H-imidazo[4,5-b]pyridine-5-carboxamide NC=1C(=C2C(=NC1C(=O)N)N(C=N2)C)C2=C(C(=CC=C2C)O)C